dipyrrolo(1,2-c:2',1'-f)(1,3,2)diazaborinin-4-ium-5-uide C1=CC=[N+]2[BH2-]N3C(C=C21)=CC=C3